OC(C=CC=CCC=CCCCC(=O)N[C@@H](C)C(=O)O)CC=CCCCCC N-(12-hydroxy-5,8,10,14-eicosatetraenoyl)-alanine